ClC1=CC(=C(C(=O)C2=CN=C3N2CCN=C3)C=C1)C(F)(F)F 3-(4-chloro-2-(trifluoromethyl)benzoyl)-5,6-dihydroimidazo[1,2-a]pyrazine